FC(C(=O)O)(F)F.C1(=CC=CC=C1)C1=CNC2=NC=C3C(=C21)C2(C(N3)=O)CN(C2)C2CCNCC2 1'-phenyl-1-(piperidin-4-yl)-3',6'-dihydro-7'H-spiro[azetidine-3,8'-dipyrrolo[2,3-b:3',2'-d]pyridin]-7'-one trifluoroacetate salt